(isobutylcyclopentadienyl)tris(diethylamino)titanium C(C(C)C)C1(C=CC=C1)[Ti](N(CC)CC)(N(CC)CC)N(CC)CC